CN(CCC1(C(C=C(C(=C1)OC)NC1=NC=CC(=N1)C1=CN(C2=CC=CC=C12)C)[N+](=O)[O-])NC)C 1-(2-(dimethylamino)ethyl)-5-methoxy-N1-methyl-N4-(4-(1-methyl-1H-indol-3-yl)pyrimidine-2-yl)-2-nitrobenzene-1,4-diamine